C(C)(C)(C)NC/C=C/C(=O)NC1=C(C=C(C=C1)C(=O)C1=CC=C2C(=CC=CN12)C1=CC2=C(N(C=N2)C)C=C1C(F)(F)F)F (2E)-4-(tert-butylamino)-N-(2-fluoro-4-{8-[1-methyl-6-(trifluoromethyl)-1H-1,3-benzodiazol-5-yl]indolizin-3-carbonyl}phenyl)but-2-enamide